COC=1C=C(C=CC1N1C=NC(=C1)C)C(=O)C=1C=C(C=CC1)C1=CC=C(C=C1)OC (3-methoxy-4-(4-methyl-1H-imidazol-1-yl)phenyl)(4'-methoxy-[1,1'-biphenyl]-3-yl)methanone